ClC=1C2=C(N=CN1)N(C=C2)[C@@H]2C=C([C@H]1OC(O[C@H]12)(C)C)C=C 4-chloro-7-((3as,4r,6ar)-2,2-dimethyl-6-vinyl-3a,6a-dihydro-4H-cyclopenta[d][1,3]dioxol-4-yl)-7H-pyrrolo[2,3-d]pyrimidine